N[C@@](CN1CC(C1)OC1=C(C=2O[B-]([C@@H]3C[C@@H]3C2C=C1)(O)O)C(=O)[O-])(C(=O)NCCN)C (2S,4R)-9-(1-{(2S)-2-amino-3-[(2-aminoethyl)amino]-2-methyl-3-oxopropyl}azetidin-3-yl)oxy-5,5-dihydroxy-6-oxa-5-boranuidatricyclo[5.4.0.02,4]undeca-1(7),8,10-triene-8-carboxylate